N-(2-((2s,3s)-1-ethyl-2-methylpiperidin-3-yl)thieno[2,3-b]pyridin-4-yl)-4,6-difluorobenzo[d]thiazol-5-amine C(C)N1[C@H]([C@H](CCC1)C1=CC=2C(=NC=CC2NC=2C(=CC3=C(N=CS3)C2F)F)S1)C